ClC=1C=C2C=C(NC2=CC1C1=NC=C(N=C1)OC)CNC(=O)C1=CC=NO1 N-{[5-chloro-6-(5-methoxy-2-pyrazinyl)-2-indolyl]methyl}-5-isoxazolecarboxamide